C1=2N3C[C@@H](C[C@H]3CNC2N=NC=C1)N1C=CC=2C1=NC=C(C2)C(=O)OC Methyl 1-[(4R,6S)-2,8,10,11-tetrazatricyclo-[7.4.0.02,6]trideca-1(9),10,12-trien-4-yl]pyrrolo[2,3-b]pyridine-5-carboxylate